BrC=1C(=NN(C1C)C1CC2(CN(C2)C(=O)OCCCC)C1)C1=CC=C(C=C1)C(=O)OC butyl 6-(4-bromo-3-(4-(methoxycarbonyl)phenyl)-5-methyl-1H-pyrazol-1-yl)-2-azaspiro[3.3]heptane-2-carboxylate